ClC=1C(N(C(=CC1OCC1=NC=C(C=C1F)F)C)C1=C(C(=NC=C1C)C1=NC(=CC=C1)C(C)(C)O)F)=O rel-3-chloro-4-[(3,5-difluoropyridin-2-yl)methoxy]-1-[3-fluoro-6'-(2-hydroxypropan-2-yl)-5-methyl-[2,2'-bipyridin]-4-yl]-6-methylpyridin-2-one